8-methoxy-2-phenylnaphtho[2,1-d]oxazole COC1=CC=C2C=CC=3N=C(OC3C2=C1)C1=CC=CC=C1